C[C@@H](C(=O)OCC([C@H](C[C@H]1C(NCC1)=O)NC([C@@H](NC(=O)C=1NC2=CC=CC(=C2C1)OC)CC(C)C)=O)=O)CC (3S)-3-({N-[(4-methoxy-1H-indol-2-yl)carbonyl]-L-leucyl}amino)-2-oxo-4-[(3S)-2-oxopyrrolidin-3-yl]butyl (2R)-2-methylbutanoate